OC(=O)C(F)(F)F.C(C1=CC=CC=C1)(=O)O benzoic acid TFA salt